2-(5-(((1R,3R,5S)-1,8-dimethyl-8-azabicyclo[3.2.1]oct-6-en-3-yl)(methyl)amino)-1,3,4-thiadiazol-2-yl)-5-(4-methyl-2H-1,2,3-triazol-2-yl)phenol C[C@@]12C[C@@H](C[C@@H](C=C1)N2C)N(C2=NN=C(S2)C2=C(C=C(C=C2)N2N=CC(=N2)C)O)C